FC(C(O)C1CCOCC1)(F)F 2,2,2-trifluoro-1-(oxan-4-yl)ethanol